CN1N=C(N=C1)CC=1N=C(OC1)C1=C2C=C(N=CC2=C(N=C1)NC)NC(=O)C1CC1 N-(5-(4-((1-methyl-1H-1,2,4-triazol-3-yl)methyl)oxazol-2-yl)-8-(methylamino)-2,7-naphthyridin-3-yl)cyclopropanecarboxamide